C(C1=CC=CC=C1)OC(=O)N1C[C@@H](CCC1)NC1=C2C(=NC=C1)NC=C2 (R)-4-((1-((benzyloxy)carbonyl)piperidin-3-yl)amino)-1H-pyrrolo[2,3-b]pyridine